((1-methylpyrrolidin-2-yl)methyl)-3-nitro-5-(trifluoromethyl)benzamide sodium hydroxide [OH-].[Na+].CN1C(CCC1)CC1=C(C(=O)N)C=C(C=C1[N+](=O)[O-])C(F)(F)F